ClC1=C(C(=O)NCC(C)=O)C=C(C=C1F)[N+](=O)[O-] 2-chloro-3-fluoro-5-nitro-N-(2-oxopropyl)benzamide